(R)-3-(4-(1-(3-((tert-Butoxycarbonyl)amino)propyl)-1H-pyrazol-4-yl)-3-chlorophenoxy)-2-hydroxypropionic acid tert-butyl ester C(C)(C)(C)OC([C@@H](COC1=CC(=C(C=C1)C=1C=NN(C1)CCCNC(=O)OC(C)(C)C)Cl)O)=O